N[C@H](C)C1=NC(=CC2=C1CN(C2=O)C2=NC(=CC=C2)C=2N1C(=NN2)CC[C@H]1CC)N(C(C)C)C 4-[(1R)-1-aminoethyl]-2-{6-[(5R)-5-ethyl-6,7-dihydro-5H-pyrrolo[2,1-c][1,2,4]triazol-3-yl]pyridin-2-yl}-6-[methyl(propan-2-yl)amino]-2,3-dihydro-1H-pyrrolo[3,4-c]pyridin-1-one